C(#N)C1=C(C(=CC=C1)F)C1(CC1)C(=O)NC(C(=O)O)CCN(CCCCC1=NC=2NCCCC2C=C1)CC(CF)OC 2-[[1-(2-cyano-6-fluoro-phenyl)cyclopropanecarbonyl]amino]-4-[[3-fluoro-2-methoxy-propyl]-[4-(5,6,7,8-tetrahydro-1,8-naphthyridin-2-yl)butyl]amino]butanoic acid